5-fluoro-4-(((3R,5R)-5-methylpyrrolidin-3-yl)oxy)-N-(quinoxalin-6-ylmethyl)pyridin-3-amine FC=1C(=C(C=NC1)NCC=1C=C2N=CC=NC2=CC1)O[C@H]1CN[C@@H](C1)C